NC1=C(SC(=C1)C=1C=NC=CC1)C(=O)N[C@@H]1CN(CCC1)C(=O)OCCCC butyl (S)-3-(3-amino-5-(pyridin-3-yl)thiophene-2-carboxamido)piperidine-1-carboxylate